O=C1CN(C1)C(=O)OC(C)(C)C 2-methylprop-2-yl 3-oxoazetidine-1-carboxylate